C(C)OC(=O)C=1C=NN(C1)C=1C=C2C(=CNC2=CC1)C#N 1-(3-cyano-1H-indol-5-yl)Pyrazole-4-carboxylic acid ethyl ester